(R)-2-(2-fluoro-6-(3-fluoropiperidin-1-yl)pyridin-3-yl)-5-(isothiazol-4-yl)-6,7-dihydrothiazolo[5,4-c]pyridin-4(5H)-one FC1=NC(=CC=C1C=1SC=2C(N(CCC2N1)C=1C=NSC1)=O)N1C[C@@H](CCC1)F